[Br-].CN1N=CC(=C1)C1OCCC(C1)[Zn+] (2-(1-methyl-1H-pyrazol-4-yl)tetrahydro-2H-pyran-4-yl)zinc (II) bromide